dioxa-8,9,10,11-tetrathia-4,15-disilaoctadecane OOC[SiH2]CCCSSSSCCC[SiH2]CCC